FC1(CC(CN(C1)C=1C=NC=CC1)N)F 5,5-difluoro-1-(pyridin-3-yl)piperidin-3-amine